FC1=C(C=C2C=CNC2=C1)C=1CCN(CC1)C(=O)OC(C)(C)C tert-butyl 4-(6-fluoro-1H-indol-5-yl)-3,6-dihydro-2H-pyridine-1-carboxylate